N1=NN(C2=NC=CC=C21)C2=CC(=C(C(=O)N([C@H]1CNCCC1)C1=NC=CC3=C1N(N=N3)C)C=C2)F (R)-4-(3H-[1,2,3]triazolo[4,5-b]pyridin-3-yl)-2-fluoro-N-(3-methyl-3H-[1,2,3]triazolo[4,5-c]pyridin-4-yl)-N-(piperidin-3-yl)benzamide